C(C)(C)(C)C(C(=O)[O-])(C(=O)[O-])CCC.[Mg+2].FC1=C(C=CC(=C1)F)C(C(C1=NC=C(C=C1)C1=CC=C(C=C1)OCC(F)(F)F)(F)F)(CN1N=NN=C1)O 2-(2,4-difluorophenyl)-1,1-difluoro-3-(tetrazol-1-yl)-1-[5-[4-(2,2,2-trifluoroethoxy)phenyl]-2-pyridyl]propan-2-ol magnesium 2-(tert-butyl)-2-propylmalonate